CC=1N=C(SC1C)CNC(=O)C1CCN(CC1)C(=O)C1=NNC(=C1)C1=CC=NC=C1 N-[(4,5-dimethyl-1,3-thiazol-2-yl)methyl]-1-[5-(pyridin-4-yl)-1H-pyrazole-3-carbonyl]piperidine-4-carboxamide